2-(4-(3-(pyrrolidin-1-yl)propoxy)phenyl)-3-hydroxy-4H-chromen-4-one N1(CCCC1)CCCOC1=CC=C(C=C1)C=1OC2=CC=CC=C2C(C1O)=O